1-[(2-acetyl-4-chlorophenyl)methyl]-2-sulfanylidene-1,2,3,5-tetrahydro-4H-pyrrolo[3,2-d]pyrimidin-4-one C(C)(=O)C1=C(C=CC(=C1)Cl)CN1C(NC(C2=C1C=CN2)=O)=S